1-(3,4-difluoro-5-(3-morpholinoquinoxaline-6-carbonyl)phenyl)-3-(3,5-difluorophenyl)urea FC=1C=C(C=C(C1F)C(=O)C=1C=C2N=C(C=NC2=CC1)N1CCOCC1)NC(=O)NC1=CC(=CC(=C1)F)F